S[Ti] sulfhydryl-titanium